CN(S(=O)(=O)CC1=CC=C(C=C1)NC=1N=CC=2CCNCC2C1)C N,N-dimethyl-1-{4-[(5,6,7,8-tetrahydro-2,6-naphthyridin-3-yl)amino]phenyl}methanesulfonamide